4-fluoroindolin-2-one FC1=C2CC(NC2=CC=C1)=O